OC1(CCCC1)CNCC=1NC2=CC(=CC=C2C1)CNC(=O)C=1N=C2N(C(C1)=O)C=CC=C2 N-[[2-[[(1-hydroxycyclopentyl)methylamino]methyl]-1H-indol-6-yl]methyl]-4-oxo-pyrido[1,2-a]pyrimidine-2-carboxamide